5-(5-iodo-2-chlorophenyl)(4-(2-cyclopropoxyethoxy)phenyl)methanone IC=1C=CC(=C(C1)C=1C(=CC=C(C1)C=O)OCCOC1CC1)Cl